sodium tetrapropylborate C(CC)[B-](CCC)(CCC)CCC.[Na+]